9,9-Bis(4-(2-hydroxyethoxy)-3-phenylphenyl)fluorene OCCOC1=C(C=C(C=C1)C1(C2=CC=CC=C2C=2C=CC=CC12)C1=CC(=C(C=C1)OCCO)C1=CC=CC=C1)C1=CC=CC=C1